ClC1=NC=C(C(=O)NC([2H])([2H])[2H])C(=C1)NC1=C(C2=C(C=N1)N=CN2CC)OC 6-Chloro-4-((1-ethyl-7-methoxy-1H-imidazo[4,5-c]pyridin-6-yl)amino)-N-(methyl-d3)nicotinamide